(2S)-2-hydroxypropane OC(C)C